2-(2-isopropylphenyl)-8-(4-(1-methyl-4-(trifluoromethyl)-1H-imidazol-2-yl)benzyl)-[1,2,4]triazolo[1,5-a]pyridine C(C)(C)C1=C(C=CC=C1)C1=NN2C(C(=CC=C2)CC2=CC=C(C=C2)C=2N(C=C(N2)C(F)(F)F)C)=N1